N(N)C1=NN=C(N1N)S 3-hydrazino-4-amino-5-mercapto-1,2,4-triazole